5-[(5-fluoro-3-methyl-1H-indazol-4-yl)oxy]benzene FC=1C(=C2C(=NNC2=CC1)C)OC=1C=CC=CC1